O=C1CC/C(/O1)=C\C(SCCNC(CCNC([C@@H](C(CO)(C)C)O)=O)=O)=O (R)-S-(2-(3-(2,4-dihydroxy-3,3-dimethylbutanamido)propanamido)ethyl) (E)-2-(5-oxodihydrofuran-2(3H)-ylidene)ethanethioate